1-(4-Fluoro-phenyl)-2-[4-(5-methyl-2-phenyl-2H-pyrazole-3-carbonyl)-piperazin-1-yl]-ethanone FC1=CC=C(C=C1)C(CN1CCN(CC1)C(=O)C=1N(N=C(C1)C)C1=CC=CC=C1)=O